FC(C(C(F)(F)F)(F)C1=CC(=C(N)C=C1)C(F)(F)F)(F)F 4-(1,1,1,2,3,3,3-heptafluoropropane-2-yl)-2-(trifluoromethyl)aniline